CC=1SC(=CC1C(=O)NC1=NC(=NS1)CC(C)O)C1=CC(=CC=C1)C(F)(F)F 2-methyl-5-(3-(trifluoromethyl)phenyl)-N-(3-(2-hydroxypropyl)-1,2,4-thiadiazol-5-yl)thiophene-3-carboxamide